tert-butyl N-[1'-(2-chloro-5-cyano-7H-pyrrolo[2,3-d]pyrimidin-4-yl)-3-cyano-spiro[5,6-dihydrocyclopenta[b]thiophene-4,3'-azetidine]-2-yl]carbamate ClC=1N=C(C2=C(N1)NC=C2C#N)N2CC1(C2)CCC=2SC(=C(C21)C#N)NC(OC(C)(C)C)=O